pyridin-3-yl-pyrazolo[1,5-a]pyridine-3-carbonitrile N1=CC(=CC=C1)C1=NN2C(C=CC=C2)=C1C#N